7-((5-((3S,4S)-4-fluoro-3-hydroxypiperidin-1-yl)pyridin-2-yl)amino)-4-(imidazo[1,2-a]pyrazin-3-yl)isoindolin-1-one F[C@@H]1[C@H](CN(CC1)C=1C=CC(=NC1)NC=1C=CC(=C2CNC(C12)=O)C1=CN=C2N1C=CN=C2)O